5-chloro-4-(cyclohexyl-methoxy)-N-(4-morpholinophenyl)pyrimidin-2-amine ClC=1C(=NC(=NC1)NC1=CC=C(C=C1)N1CCOCC1)OCC1CCCCC1